N-((1S)-2-((2-(4-(tert-butyl)-2-oxoimidazolidin-1-yl)-2-(methylcarbamoyl)-2,3-dihydro-1H-inden-5-yl)amino)-1-cyclohexyl-2-oxoethyl)-1-methyl-1H-pyrazole-5-carboxamide C(C)(C)(C)C1NC(N(C1)C1(CC2=CC=C(C=C2C1)NC([C@H](C1CCCCC1)NC(=O)C1=CC=NN1C)=O)C(NC)=O)=O